CN1CCN(CC1)C1=CC=C(C=N1)NC1=NC2=C(C=CC=C2C=N1)C1=CC(=NC=C1)NC(C=C)=O N-(4-(2-((6-(4-methylpiperazin-1-yl)pyridin-3-yl)amino)quinazolin-8-yl)pyridin-2-yl)acrylamide